2-(3-(3-cyclopropyl-1,2,4-thiadiazol-5-yl)-7-(2,4-dimethoxybenzyl)-5,6,7,8-tetrahydro-[1,2,4]triazolo[4,3-a]pyrazin-8-yl)acetic acid C1(CC1)C1=NSC(=N1)C1=NN=C2N1CCN(C2CC(=O)O)CC2=C(C=C(C=C2)OC)OC